2-(1-benzyl-4,4-difluoro-5-methyl-3-piperidinyl)ethylamine C(C1=CC=CC=C1)N1CC(C(C(C1)C)(F)F)CCN